C1(CC1)C1=CC=NN1C=1C=2C3=C(C(N(C3=CC1)CC1=CC=C(C=C1)OC)=O)C=CC2 5-cyclopropyl-1-(1-(4-methoxybenzyl)-2-oxo-1,2-dihydrobenzo[cd]indol-6-yl)-1H-pyrazole